N-cyclopropyl-5-morpholino-7-[(2E)-2-(m-tolylmethylene)hydrazino]imidazo[1,2-c]pyrimidine-2-carboxamide C1(CC1)NC(=O)C=1N=C2N(C(=NC(=C2)N/N=C/C=2C=C(C=CC2)C)N2CCOCC2)C1